NC1(CCC1)C(=O)NC1=CC=CC=C1 1-amino-N-phenylcyclobutanecarboxamide